C1(=CC=CC=C1)CC(C)NCCCCC N-(1-Phenylpropan-2-yl)pentan-1-amine